8-[(2s,5r)-4-[bis(4-fluorophenyl)methyl]-5-[(dimethylamino)methyl]-2-methylpiperazin-1-yl]-5-methyl-6-oxo-5,6-dihydro-1,5-naphthyridine-2-carbonitrile FC1=CC=C(C=C1)C(N1C[C@@H](N(C[C@H]1CN(C)C)C1=CC(N(C=2C=CC(=NC12)C#N)C)=O)C)C1=CC=C(C=C1)F